O(S(=O)(=O)C(F)(F)F)C1=CC=CC2=C(C(=CC=C12)F)F 5,6-Difluoronaphthalen-1-yl triflate